(2R)-4-[4-(4-chloro-2,5-difluoro-phenyl)-6,7-dimethyl-pteridin-2-yl]-2-(2-methyl-4-pyridyl)morpholine ClC1=CC(=C(C=C1F)C1=NC(=NC2=NC(=C(N=C12)C)C)N1C[C@H](OCC1)C1=CC(=NC=C1)C)F